1-(2-hydroxy-3-(((9Z,12Z)-octadeca-9,12-dienoyl) oxy) propyl) 9-undecyl azelate C(CCCCCCCC(=O)OCCCCCCCCCCC)(=O)OCC(COC(CCCCCCC\C=C/C\C=C/CCCCC)=O)O